N1=NC=C2N1C1=C(C=N2)C=CN=C1 pyrido[4,3-e][1,2,3]triazolo[1,5-a]pyrimidine